1,2-bis(9-hydroxymethylfluoren-9-yl)butane OCC1(C2=CC=CC=C2C=2C=CC=CC12)CC(CC)C1(C2=CC=CC=C2C=2C=CC=CC12)CO